N,N-dipropyl-4-trifluoromethyl-aniline C(CC)N(C1=CC=C(C=C1)C(F)(F)F)CCC